C(C1=CC=CC=C1)N1CN(C=C1)CC1=CC=CC=C1 1,3-dibenzylimidazole